O=C1NC(CCC1N1C(C2=CC=CC(=C2C1=O)NCCOC1=C(C(=O)N)C=CC=C1)=O)=O 2-(2-((2-(2,6-dioxo-piperidin-3-yl)-1,3-dioxoisoindolin-4-yl)amino)ethoxy)benzamide